C(C=C)(=O)[Ni]O.[Pt].[Ni] nickel platinum alloyl-nickel hydroxide